CO[C@@H](CN(CC[C@@H](C(=O)O)NC1=NC(=NC(=C1)C)C1=CC=NC=C1)CCCCC1=NC=2NCCCC2C=C1)C (S)-4-(((R)-2-methoxypropyl)(4-(5,6,7,8-tetrahydro-1,8-naphthyridin-2-yl)butyl)amino)-2-((6-methyl-2-(pyridin-4-yl)pyrimidin-4-yl)amino)butanoic acid